trans-(4SR,3SR)-4-(pyridin-2-yldisulfanyl)tetrahydrofuran-3-ol N1=C(C=CC=C1)SS[C@@H]1[C@H](COC1)O |r|